C(C)OC(=O)C=1C=NN2C1N=C(C=C2CC)O 7-ethyl-5-hydroxypyrazolo[1,5-a]Pyrimidine-3-carboxylic acid ethyl ester